(S)-N-((3S,4R)-4-((2-oxabicyclo[2.2.2]octan-4-yl)methoxy)-2-hydroxy-2-methylpentan-3-yl)-2-(oxazol-2-yl)-6-(thiazole-5-carbonyl)-2,6-diazaspiro[3.4]octane-8-carboxamide C12OCC(CC1)(CC2)CO[C@@H]([C@@H](C(C)(C)O)NC(=O)[C@@H]2CN(CC21CN(C1)C=1OC=CN1)C(=O)C1=CN=CS1)C